C1(CC1)[C@@]1(C(N(CC1)C1=C2C(=NC=C1)NC(=C2)C2=CC(=NC=C2)OC)=O)C#N (3R)-3-cyclopropyl-1-[2-(2-methoxypyridin-4-yl)-1H-pyrrolo[2,3-b]pyridin-4-yl]-2-oxopyrrolidine-3-carbonitrile